(2S,4S)-4-fluoro-4-methyl-5-oxopyrrolidin F[C@]1(CCNC1=O)C